(2-((5-bromo-2-chloropyrimidin-4-yl)amino)phenyl)dimethylphosphine BrC=1C(=NC(=NC1)Cl)NC1=C(C=CC=C1)P(C)C